C(C)S(=O)(=O)C1=CC=C(C=C1)[C@H](CO)NC(C1=CC=C(C=C1)N1[C@@H](C[C@H](C1)OC1=CC=C(C=C1)C(F)(F)F)CN1[C@H](COCC1)C)=O N-((R)-1-(4-(ethylsulfonyl)phenyl)-2-hydroxyethyl)-4-((2S,4R)-2-(((S)-3-methylmorpholinyl)methyl)-4-(4-(trifluoromethyl)phenoxy)pyrrolidin-1-yl)benzamide